N-(2,2-difluoroethyl)-6,7-difluoro-N-(3-(4,4,4-trifluoro-3,3-dimethylbut-1-yn-1-yl)phenyl)-[1,2,4]triazolo[4,3-a]quinazolin-5-amine FC(CN(C1=NC=2N(C3=CC=C(C(=C13)F)F)C=NN2)C2=CC(=CC=C2)C#CC(C(F)(F)F)(C)C)F